ClC1=NC=C(C(=N1)C1=NC=C(C=C1)F)Cl 2,5-dichloro-4-(5-fluoropyridin-2-yl)pyrimidine